ClC=1C=CC(=C(C1)C1=CC(=C(N=N1)C)NC1=CC(=NC=C1)NC(=O)CCN1CCN(CC1)CCN(C(OC(C)(C)C)=O)C)F tert-butyl N-[2-(4-{2-[(4-{[6-(5-chloro-2-fluorophenyl)-3-methylpyridazin-4-yl] amino} pyridin-2-yl) carbamoyl] ethyl} piperazin-1-yl) ethyl]-N-methylcarbamate